CC(CC(C)C)ONCCC[Si](OCC)(OCC)OCC N-(1,3-dimethylbutyloxy)-3-(triethoxysilyl)-1-propanamine